FC(C(C(C(C(C(F)(F)F)(F)F)(F)F)(F)F)(F)F)(S(=O)(=O)[O-])F.C(C)(C)(C)C1=C(C=CC=C1)[I+]C1=C(C=CC=C1)C(C)(C)C di(t-butylphenyl)iodonium perfluorohexanesulfonate